Cl.CC1N(CCCC1)CC1=CC(=CC=C1)F Methyl-1-(3-fluorobenzyl)piperidine hydrochloride